NCC=1C=CC(=NC1)N(C1CCN(CC1)C)C 5-(aminomethyl)-N-methyl-N-(1-methylpiperidin-4-yl)pyridin-2-amine